3-(4-methoxyphenyl)aziridine-2-carboxylic acid COC1=CC=C(C=C1)C1C(N1)C(=O)O